FC1=CC=C(C=N1)CNC(=O)C=1C=NC(=CC1)C1=CC(=C(C=C1)N(C(CC)=O)C)C N-[(6-fluoro-3-pyridyl)methyl]-6-[3-methyl-4-[methyl(propanoyl)amino]phenyl]pyridine-3-carboxamide